C(#N)C=1N=C(C2=C(N1)C(=C(S2)C[C@H](C)NC(OC(C)(C)C)=O)C)NCC=2OC=CC2 tert-Butyl N-[(1S)-2-[2-cyano-4-(2-furylmethylamino)-7-methyl-thieno[3,2-d]pyrimidin-6-yl]-1-methyl-ethyl]carbamate